(S)-3-amino-6-(((1-(2-hydroxy-2-phenyl-3-(1H-1,2,4-triazol-1-yl)propyl)piperidin-4-yl)amino)methyl)-1-(4-phenyl-3,4-dihydro-2H-benzo[b][1,4]oxazin-6-yl)thieno[2,3-b]pyrazin-2(1H)-one NC=1C(N(C2=C(N1)SC(=C2)CNC2CCN(CC2)C[C@](CN2N=CN=C2)(C2=CC=CC=C2)O)C2=CC1=C(OCCN1C1=CC=CC=C1)C=C2)=O